FC=1C=CC=C2C3=C(NC12)CN(C(C3)C)CC(C)(C)F 8-fluoro-2-(2-fluoro-2-methylpropyl)-3-methyl-2,3,4,9-tetrahydro-1H-pyrido[3,4-b]indole